p-acetoxybenzeneacryloyl chloride C(C)(=O)OC1=CC=C(C=C1)C=CC(=O)Cl